(cyclobutylimino)(methyl)(4-(5-(trifluoromethyl)-1,2,4-oxadiazol-3-yl)phenyl)-λ6-sulfanone C1(CCC1)N=S(=O)(C1=CC=C(C=C1)C1=NOC(=N1)C(F)(F)F)C